COC1CC(OCC1)COC1=CC=C(C=C1)B1OC(C(O1)(C)C)(C)C 2-(4-((4-methoxytetrahydro-2H-pyran-2-yl)methoxy)phenyl)-4,4,5,5-tetramethyl-1,3,2-dioxaborolane